[18F]CCCCCCCCCC=CC=CC=CC=CC=CC=CC(=O)O 22-[18F]fluorodocosahexaenoic acid